FC(C=1C(=C(C=CC1)[C@@H](C)NC1=NC(=NC2=CC(=C(C=C12)OC)C1=CC=NC=C1)C)F)F (R)-N-(1-(3-(difluoromethyl)-2-fluorophenyl)ethyl)-6-methoxy-2-methyl-7-(pyridin-4-yl)quinazolin-4-amine